tert-butyl (3S,4S)-4-[1-(2,6-dibenzyloxy-3-pyridyl)-5-fluoro-3-methyl-2-oxo-benzimidazol-4-yl]-3-hydroxy-piperidine-1-carboxylate C(C1=CC=CC=C1)OC1=NC(=CC=C1N1C(N(C2=C1C=CC(=C2[C@H]2[C@@H](CN(CC2)C(=O)OC(C)(C)C)O)F)C)=O)OCC2=CC=CC=C2